5-(methylcarbamoyl)-1H-benzo[d]imidazol CNC(=O)C1=CC2=C(NC=N2)C=C1